6-Bromo-7-fluoro-1-benzofuran-2-carboxylic acid BrC1=C(C2=C(C=C(O2)C(=O)O)C=C1)F